BrC=1C=C2C(=NC1)N(N=C2C2=CC(=CC=C2)OC)COCC[Si](C)(C)C 5-bromo-3-(3-methoxyphenyl)-1-((2-(trimethylsilyl)ethoxy)methyl)-1H-pyrazolo[3,4-b]pyridine